(1R,4R)-4-(7-methoxy-2-methyl-4-(((R)-1-(3-nitro-5-(trifluoromethyl)phenyl)ethyl) amino)quinazolin-6-yl)cyclohexane-1-carboxylate COC1=C(C=C2C(=NC(=NC2=C1)C)N[C@H](C)C1=CC(=CC(=C1)C(F)(F)F)[N+](=O)[O-])C1CCC(CC1)C(=O)[O-]